SCCCS(=O)(=O)O 3-mercaptopropane-1-sulfonic acid